C(C)(=O)O[C@@H]([C@H]1[C@@H]([C@H](CC(C(O)=O)(O)O1)O)NC(CO)=O)[C@H](OC(C)=O)COC(C)=O 7,8,9-tri-O-acetyl-N-glycolylneuraminic acid